ClC1=C(CNC(=O)[C@]2(C=3C=CC=NC3[C@]3(CC2)CNC(CO3)=O)F)C=CC(=C1)Cl (2S,5'S)-N-(2,4-dichlorobenzyl)-5'-fluoro-5-oxo-6',7'-dihydro-5'H-spiro[morpholine-2,8'-quinoline]-5'-carboxamide